CC1(CC1)C1=CC=C(C=C1)C12CN(CC2C1)C(=O)C1CC2(C1)NC(OC2)=O (rac)-(2s,4s)-2-(1-(4-(1-Methylcyclopropyl)phenyl)-3-azabicyclo[3.1.0]hexan-3-carbonyl)-7-oxa-5-azaspiro[3.4]octan-6-on